2-(4-chlorophenyl)-4,6-bis(naphthalen-1-ylphenyl)-benzoxazole ClC1=CC=C(C=C1)C=1OC2=C(N1)C(=CC(=C2)C2=C(C=CC=C2)C2=CC=CC1=CC=CC=C21)C2=C(C=CC=C2)C2=CC=CC1=CC=CC=C21